CC1(CCN2C(O1)=C(C=N2)N)C 5,5-dimethyl-6,7-dihydro-5H-pyrazolo[5,1-b][1,3]Oxazin-3-amine